3-Amino-5-cyano-4-(3-hydroxy-2-methylphenyl)quinoline-2-carboxamide NC=1C(=NC2=CC=CC(=C2C1C1=C(C(=CC=C1)O)C)C#N)C(=O)N